FC1=C(CN2CCN(CC2)CC(CNC=2C3=CC=CC=C3N=C3CCCCC23)O)C=C(C=C1)F 1-(4-(2,5-difluorobenzyl)piperazin-1-yl)-3-((1,2,3,4-tetrahydroacridin-9-yl)amino)propan-2-ol